CC1=CC(=C(C(N1)=O)CC1OC2=C(O1)C(=CC(=C2)C(=O)N)C=2C=NC(=CC2)N2CCSCC2)SC ((6-methyl-4-(methylthio)-2-oxo-1,2-dihydropyridin-3-yl)methyl)-7-(6-thiomorpholinopyridin-3-yl)benzo[d][1,3]dioxole-5-carboxamide